C(CC(=O)O)(=O)O.C(\C=C/C(=O)O)(=O)O monomaleic acid, malonic acid salt